C1(CCC1)C1=NC(=C(C(=O)NC2=CC(=NC=C2)S(N)(=O)=O)C=C1)N1C[C@@H](C([C@@H](C1)C)(F)F)C 6-Cyclobutyl-2-((3s,5r)-4,4-difluoro-3,5-dimethylpiperidin-1-yl)-N-(2-sulfamoylpyridin-4-yl)nicotinamide